C1=NC(=C2C(=N1)N(C=N2)[C@H]3[C@@H]([C@@H]([C@H](O3)COP(=O)(O)O[C@@H]4[C@H](O[C@H]([C@@H]4O)N5C=NC6=C(N=CN=C65)N)COP(=O)(O)O)O)O)N The molecule is a 5'-phospho-(3'->5')-dinucleotide composed from two AMP residues. It has a role as a Mycoplasma genitalium metabolite. It is a conjugate acid of a pApA(3-).